6-[(4-ethylpyridin-2-yl)amino]-4-{[3-methoxy-4-(1-methyl-1H-1,2,4-triazol-3-yl)pyridin-2-yl]amino}-N-(2H3)methylpyridazine-3-carboxamide C(C)C1=CC(=NC=C1)NC1=CC(=C(N=N1)C(=O)NC([2H])([2H])[2H])NC1=NC=CC(=C1OC)C1=NN(C=N1)C